(R)-2-(3,5-dimethylphenyl)pyrrolidine CC=1C=C(C=C(C1)C)[C@@H]1NCCC1